(Z)-3-(4-bromo-1-methyl-1H-pyrazol-5-yl)-2-(3-phenoxyphenyl)acrylonitrile BrC=1C=NN(C1\C=C(/C#N)\C1=CC(=CC=C1)OC1=CC=CC=C1)C